2-azaadamantane-4,6,8-triol C12NC3C(C(C(C(C1O)C3)O)C2)O